C12N(CC(NC1)C2)C2=CC=1C(=C(N=NC1N[C@H](C)C=1C(=C(C#N)C=CC1)C)C)C=N2 3-((1R)-1-((7-(2,5-diazabicyclo[2.2.1]heptan-2-yl)-4-methylpyrido[3,4-d]pyridazin-1-yl)amino)ethyl)-2-methylbenzonitrile